C(C1=CC=CC=C1)[C@@H]1CN(CCN1C1=NC=C2C(=N1)N(N=C2C2=C(C(=C(C(=C2)C(F)(F)F)F)O)F)C)C(CCNC(C)=O)=O (R)-N-(3-(3-Benzyl-4-(3-(2,4-difluoro-3-hydroxy-5-(trifluoromethyl)phenyl)-1-methyl-1H-pyrazolo[3,4-d]pyrimidin-6-yl)piperazin-1-yl)-3-oxopropyl)acetamide